(1-(2-chloro-5-((1-methyl-1H-pyrazol-4-yl)ethynyl)pyridin-4-yl)piperidin-4-yl)carbamic acid tert-butyl ester C(C)(C)(C)OC(NC1CCN(CC1)C1=CC(=NC=C1C#CC=1C=NN(C1)C)Cl)=O